FC1=C(C=CC(=C1OC)F)C=1C(=C2N(N1)CCC2)C2=CC1=C(N=CS1)C=C2 6-(2-(2,4-Difluoro-3-methoxyphenyl)-5,6-dihydro-4H-pyrrolo[1,2-b]pyrazol-3-yl)benzo[d]thiazole